C(C)(C)(C)N1CCC(CC1)N1C(C=2N(C=3N(C(C2C1)=O)N=C(C3)CC)CC(=O)NC3=NC=C(C=C3)F)=O tert-butyl-4-[2-ethyl-4-(2-[(5-fluoropyridin-2-yl)amino]-2-oxoethyl)-5,8-dioxo-5,8-dihydro-4H-pyrazolo[1,5-a]pyrrolo[3,4-d]pyrimidin-6(7H)-yl]piperidine